ClC=1C=C2C=CC(=CC2=CC1)O 6-chloronaphthalen-2-ol